COC=1N=C2C(=CC=NC2=CC1OC)OC1=C(C=C(C=C1)NC(=O)C=1C=NC(=C(C1O)C1=CN=CS1)C)F N-[4-[(6,7-Dimethoxy-1,5-naphthyridin-4-yl)oxy]-3-fluorophenyl]-4-hydroxy-6-methyl-5-(1,3-thiazol-5-yl)pyridine-3-carboxamide